O=C(C(=O)[O-])CCC(=O)[O-].[Fe+2] ferrous alpha-ketoglutarate